di-tert-butyl (((2,2'-dichloro-[1,1'-biphenyl]-3,3'-diyl)bis(oxy))bis(propane-3,1-diyl))dicarbamate ClC1=C(C=CC=C1OCCCNC(OC(C)(C)C)=O)C1=C(C(=CC=C1)OCCCNC(OC(C)(C)C)=O)Cl